4-((3-(2-(cyclohexyloxy)ethoxy)-2-nitrophenyl)amino)-N-(3-methoxy-4-methylphenyl)cyclohexanecarboxamide C1(CCCCC1)OCCOC=1C(=C(C=CC1)NC1CCC(CC1)C(=O)NC1=CC(=C(C=C1)C)OC)[N+](=O)[O-]